4-[5-fluoro-2-(oxetan-3-yl)-1H-pyrrolo[2,3-b]pyridin-4-yl]piperidine FC=1C(=C2C(=NC1)NC(=C2)C2COC2)C2CCNCC2